C(C)C1OC2=C(NC1=O)C=C(C=C2)OCC2=CC=CC=C2 ethyl-6-benzyloxy-2H-1,4-benzoxazine-3(4H)-one